BrC=1N=C2C(=NC1)N(C(=C2)C)COCC[Si](C)(C)C 2-bromo-6-methyl-5-((2-(trimethylsilyl)ethoxy)methyl)-5H-pyrrolo[2,3-b]pyrazine